(S)-1-(4-(4-amino-7-methyl-5-(4-((4-methylpyrimidin-2-yl)oxy)phenyl)-7H-pyrrolo[2,3-d]pyrimidin-6-yl)phenyl)-3,5-dimethyl-1,5-dihydro-2H-pyrrol-2-one NC=1C2=C(N=CN1)N(C(=C2C2=CC=C(C=C2)OC2=NC=CC(=N2)C)C2=CC=C(C=C2)N2C(C(=C[C@@H]2C)C)=O)C